FC1=C2CN(C(C2=CC=C1N1CCC(CC1)CC1(CCNCC1)F)=O)C1C(NC(CC1)=O)=O 3-[4-fluoro-5-[4-[(4-fluoro-4-piperidinyl)methyl]-1-piperidinyl]-1-oxo-isoindolin-2-yl]piperidine-2,6-dione